NC1=CC=C(C(=O)NOCC2=CC=CC=C2)C=C1 4-amino-N-(benzyloxy)benzamide